quinoline formate salt C(=O)O.N1=CC=CC2=CC=CC=C12